tert-butyl-4-((2-(difluoromethyl)-2H-tetrazol-5-yl)(phenyl)methylene)piperidine-1-carboxylate C(C)(C)(C)OC(=O)N1CCC(CC1)=C(C1=CC=CC=C1)C=1N=NN(N1)C(F)F